(S)-9-(3-carboxypropoxy)-6-isopropyl-10-methoxy-2-oxo-6,7-dihydro-2H-pyrido[2,1-a]isoquinoline-3-carboxylic acid C(=O)(O)CCCOC=1C=C2C[C@H](N3C(C2=CC1OC)=CC(C(=C3)C(=O)O)=O)C(C)C